C(C)(C)(C)C1=NNC(=N1)NC=1N=NC(=C(N1)C1=C(C=CC=C1)F)C1=C(C=NC=C1)F N-(3-tert-butyl-1H-1,2,4-triazol-5-yl)-5-(2-fluorophenyl)-6-(3-fluoropyridin-4-yl)-1,2,4-triazin-3-amine